(R)-N-methylcysteine CN[C@@H](CS)C(=O)O